N1CCOCC1.[Pb] Lead morpholine